(4-(3-Chloro-4-((3,5-difluoropyridin-2-yl)methoxy-d2)-5',6-dimethyl-2-oxo-2H-[1,4'-bipyridin]-2'-yl)thiazol-2-yl)-2-methylpropanamide ClC=1C(N(C(=CC1OC([2H])([2H])C1=NC=C(C=C1F)F)C)C1=CC(=NC=C1C)C=1N=C(SC1)C(C(=O)N)(C)C)=O